[Si](C1=CC=CC=C1)(C1=CC=CC=C1)(C(C)(C)C)OCC[C@H](NCC)C(=O)OC methyl O-(tert-butyldiphenylsilyl)-N-ethyl-L-homoserinate